ClC=1C(N(C(=CC1OC([2H])([2H])C1=C(C=C(C=C1)F)F)C)C1=CC(=NC=C1C)N1N=C(C=C1)S(=O)(=O)C)=O 3-Chloro-4-((2,4-difluorophenyl)methoxy-d2)-5',6-dimethyl-2'-(3-(methylsulfonyl)-1H-pyrazole-1-yl)-2H-[1,4'-bipyridyl]-2-one